C(C(C)C)C1=CC=C(C=C1)NNC(=O)C1=NC=CC=C1 N'-(4-isobutylphenyl)-2-pyridinecarbohydrazide